(2R,S)-2-(2,5-dioxopyrrolidin-1-yl-3,3,4,4-d4)-N-((phenyl-d5)methyl)propanamide O=C1N(C(C(C1([2H])[2H])([2H])[2H])=O)[C@@H](C(=O)NCC1=C(C(=C(C(=C1[2H])[2H])[2H])[2H])[2H])C